FC1(OC2=C(O1)C(=CC=C2N2C[C@H](N([C@H](C2)C)C(=O)OC(C)(C)C)C)C(NC=2C=C(C=1N(C2)C=C(N1)C)F)=O)F tert-butyl (2R,6S)-4-[2,2-difluoro-7-((8-fluoro-2-methylimidazo[1,2-a]pyridin-6-yl)carbamoyl)-1,3-benzodioxol-4-yl]-2,6-dimethylpiperazine-1-carboxylate